2,3-difluorobenzenesulfonyl chloride FC1=C(C=CC=C1F)S(=O)(=O)Cl